quinolyl-fluorine N1=C(C=CC2=CC=CC=C12)F